3-[(4-methoxyphenyl)methylamino]-5-morpholino-pyridine-2-carbonitrile COC1=CC=C(C=C1)CNC=1C(=NC=C(C1)N1CCOCC1)C#N